CC1(OB(OC1(C)C)C=1C=CC(=NC1)N1CC2N(C(C1)C2)C(=O)[O-])C 3-(5-(4,4,5,5-tetramethyl-1,3,2-dioxaborolane-2-yl)pyridin-2-yl)-3,6-Diazabicyclo[3.1.1]heptane-6-carboxylate